N-((2-(bicyclo[2.2.1]hept-5-en-2-ylmethyl)-2-azaspiro[3.3]heptan-6-yl)methyl)-6-(1,3-dimethyl-1H-pyrazol-4-yl)pyridazin-3-amine C12C(CC(C=C1)C2)CN2CC1(C2)CC(C1)CNC=1N=NC(=CC1)C=1C(=NN(C1)C)C